(1S,10R,19E)-12-methyl-10-[(7-methyl-1H-indazol-5-yl)methyl]-17-oxa-9,12,23,25-tetrazapentacyclo[19.5.2.11,4.13,7.024,27]triaconta-3,5,7(29),19,21(28),22,24(27)-heptaene-8,11,26-trione CN1C([C@H](NC(C=2C=CC3=C(C[C@@]4(C(NC=5N=CC(/C=C/COCCCC1)=CC45)=O)C3)C2)=O)CC=2C=C3C=NNC3=C(C2)C)=O